FC(CC1=CC=CC=C1)CC1=CC=CC=C1 2-Fluoro-1,3-diphenylpropane